ClC=1C=CC2=C(C(=NCC(N2C)=O)C2=CC=CC=C2)C1 7-chloro-1-methyl-5-phenyl-1H-1,4-benzodiazepin-2(3H)-on